(R)-4-(2-chloro-7-(1-(methylsulfonyl)cyclopropyl)thieno[3,2-d]Pyrimidin-4-yl)-3-methylmorpholine ClC=1N=C(C2=C(N1)C(=CS2)C2(CC2)S(=O)(=O)C)N2[C@@H](COCC2)C